5-[3-((S)-5,7-Dibromo-benzofuran-3-ylamino)-propylamino]-4H-thieno[3,2-b]pyridine-7-one BrC=1C=C(C2=C(C(=CO2)NCCCNC2=CC(C3=C(N2)C=CS3)=O)C1)Br